CC(CC=1N=C2N(C(NC3=C2N=CC=C3)=O)C1)C 2-(2-methylpropyl)imidazo[1,2-c]Pyrido[2,3-e]Pyrimidin-5(6H)-one